C(C=C)(=O)N1C(CN(CC1)C1=NC(=NC=2CC(CCC12)N1C=CC2=CC=CC=C12)N(C(C=C)=O)C1CCN(CC1)C)CC#N N-(4-(4-acryloyl-3-(cyanomethyl)piperazin-1-yl)-7-(1H-indol-1-yl)-5,6,7,8-tetrahydroquinazolin-2-yl)-N-(1-methylpiperidin-4-yl)acrylamide